(S)-(4-bromo-2-(2-hydroxypropan-2-yl)thiazol-5-yl)(4-(4-fluorobenzo[d]thiazol-2-yl)-6,7-dihydro-1H-imidazo[4,5-c]pyridin-5(4H)-yl)methanone BrC=1N=C(SC1C(=O)N1[C@@H](C2=C(CC1)NC=N2)C=2SC1=C(N2)C(=CC=C1)F)C(C)(C)O